dodecyl-choline sulfate S(=O)(=O)([O-])[O-].C(CCCCCCCCCCC)OCC[N+](C)(C)C.C(CCCCCCCCCCC)OCC[N+](C)(C)C